BrC(C)C=1C=NC(=NC1)C(F)(F)F 5-(1-bromoethyl)-2-(trifluoromethyl)pyrimidine